3-(8-methyl-3,8-diazabicyclo[3.2.1]Oct-3-yl)-2-nitroaniline CN1C2CN(CC1CC2)C=2C(=C(N)C=CC2)[N+](=O)[O-]